6,7-dimethoxy-N-(1-methylpiperidin-4-yl)-1,2,3,4-tetrahydroacridin-9-amine COC=1C=C2N=C3CCCCC3=C(C2=CC1OC)NC1CCN(CC1)C